CC1(O[C@H]2[C@H]([C@H](OC[C@@H]2NC2=NC(=CN=C2)C(F)(F)F)CNC(CC(=O)OC(C)(C)C)=O)O1)C tert-butyl 3-((((3aS,4R,7S,7aR)-2,2-dimethyl-7-((6-(trifluoromethyl)pyrazin-2-yl)amino)tetrahydro-4H-[1,3]dioxolo[4,5-c]pyran-4-yl)methyl)amino)-3-oxopropanoate